N-(cyclohexylcarbamoyl)-4-(2-(7-methoxy-4,4-dimethyl-1,3-dioxo-3,4-dihydroisoquinolin-2(1H)-yl)ethyl)benzenesulfonamide C1(CCCCC1)NC(=O)NS(=O)(=O)C1=CC=C(C=C1)CCN1C(C2=CC(=CC=C2C(C1=O)(C)C)OC)=O